thallastatine N[Tl](CC(C)C)[C@@H](O)CC(O)=O